N-((3R,4S)-7-FLUORO-3-((R)-3-METHOXYPYRROLIDIN-1-YL)CHROMAN-4-YL)-2-(TRIFLUOROMETHYL)-1H-BENZO[D]IMIDAZOL-4-AMINE FC1=CC=C2[C@@H]([C@H](COC2=C1)N1C[C@@H](CC1)OC)NC1=CC=CC=2NC(=NC21)C(F)(F)F